C(#C)C1=CC2=C(C=3N(C[C@@H](O2)C)C2=C(C3C3=CC(=C(C=C3)OC3=NC=CC(=N3)C)F)C(=NC=N2)N)C=N1 (S)-3-ethynyl-13-(3-fluoro-4-((4-methylpyrimidin-2-yl)oxy)phenyl)-6-methyl-6,7-dihydropyrido[3,4-f]pyrimido[5',4':4,5]pyrrolo[1,2-d][1,4]oxazepin-12-amine